ClC1=C(C=CC=C1)C1=NC2=C(CN(CC2)C2CC3=CC(=CC=C3CC2)CS(=O)(=O)C)N1 2-(2-chlorophenyl)-5-(7-((methylsulfonyl)methyl)-1,2,3,4-tetrahydronaphthalen-2-yl)-4,5,6,7-tetrahydro-3H-imidazo[4,5-c]pyridine